(2R,3R,5R)-4-Acetoxy-2-((benzoyloxy)methyl)-5-cyano-5-(2-oxo-4-(1H-1,2,4-triazol-1-yl)pyrimidin-1(2H)-yl)tetrahydrofuran-3-yl benzoate C(C1=CC=CC=C1)(=O)O[C@@H]1[C@H](O[C@](C1OC(C)=O)(N1C(N=C(C=C1)N1N=CN=C1)=O)C#N)COC(C1=CC=CC=C1)=O